N[C@@H]1C2=CC=CC=C2CC12CCN(CC2)C2=CC=C(C=C2C(=C)C2=NNCC2)O (S)-6-(1-amino-1,3-dihydrospiro[indene-2,4'-piperidine]-1'-yl)-3-(1-(3-hydroxyphenyl)vinyl)-1,5-dihydro-4H-pyrazole